N(=NC(C(=O)[O-])(CC)C)C(C(=O)[O-])(CC)C azobis(2-methylbutyrate)